FC(C1=NN=C(O1)C=1C=CC(=NC1)N1C2CN(C(C1)C2)C(=O)OC(C)(C)C)(F)F tert-butyl 5-(5-(5-(trifluoromethyl)-1,3,4-oxadiazol-2-yl)pyridin-2-yl)-2,5-diazabicyclo[2.2.1]heptane-2-carboxylate